C(C1=CC=CC=C1)OC(=O)N1CCN(CC1)C(=O)[C@H]1N(C[C@@H](C1)O)C(=O)OC(C)(C)C 4-[(2S,4R)-1-tert-Butoxycarbonyl-4-hydroxy-pyrrolidine-2-carbonyl]piperazine-1-carboxylic acid benzyl ester